CC(C[C@@H](C(=O)NC1=CC=C(C=C1)N1CCCCC1)NS(=O)(=O)C1=CC=C(C=C1)C)C (S)-4-methyl-2-(4-methylphenyl-sulphonamido)-N-(4-(piperidin-1-yl)phenyl)pentanamide